(S)-2-(6-chloro-2-(1-Cyclopropyl-1H-pyrazole-3-carbonyl)-1,2,3,4-tetrahydroisoquinolin-8-yl)pyrrolidine-1-carboxylic acid tert-butyl ester C(C)(C)(C)OC(=O)N1[C@@H](CCC1)C=1C=C(C=C2CCN(CC12)C(=O)C1=NN(C=C1)C1CC1)Cl